6-(4-(trifluoromethyl)cyclohexyl)pyridin-3-ol FC(C1CCC(CC1)C1=CC=C(C=N1)O)(F)F